NC1=NC=C(C=N1)C1=CC=C(C=N1)C=1C(=C(C=CC1F)NS(=O)(=O)C=1C(=NC=C(C1)Cl)OC)F N-{3-[6-(2-aminopyrimidin-5-yl)pyridin-3-yl]-2,4-difluorophenyl}-5-chloro-2-methoxypyridine-3-sulfonamide